C(C1=CC=CC=C1)OC1=CC(=NC=2C=CN=C(C12)C#N)C=1N(N=C(C1C(F)(F)F)C(C)(C)C)C1CCC(CC1)(F)F 4-benzyloxy-2-[5-tert-butyl-2-(4,4-difluorocyclohexyl)-4-(trifluoromethyl)pyrazol-3-yl]-1,6-naphthyridine-5-carbonitrile